OB1OCC(CC1)N1C(C=C(C=C1)C=1C(=C2CCCC2=CC1)NC(=O)NS(=O)(=O)C)=O N-((5-(1-(2-hydroxy-1,2-oxaborinan-5-yl)-2-oxo-1,2-dihydropyridin-4-yl)-2,3-dihydro-1H-inden-4-yl)carbamoyl)methanesulfonamide